6-chloro-2-(5-fluoro-4H-1,2,4-triazol-3-yl)-5-methoxy-3-(1H-pyrazol-4-yl)-1H-pyrrolo[3,2-b]pyridine ClC=1C=C2C(=NC1OC)C(=C(N2)C2=NN=C(N2)F)C=2C=NNC2